ClC=1C=C(CN2CCC(CC2)C=2C=C3CN(C(C3=CC2)=O)C2C(NC(CC2)=O)=O)C=C(C1)Cl 3-(5-(1-(3,5-dichlorobenzyl)piperidin-4-yl)-1-oxoisoindolin-2-yl)piperidine-2,6-dione